ClC=1C=C(C=C(C1)C(F)(F)F)C1(CC(=NO1)C1=CC=C(C2=CC=CC=C12)C(=O)NCC(NCC(F)(F)F)=O)C(F)(F)F 4-(5-(3-chloro-5-(trifluoromethyl)phenyl)-5-(trifluoromethyl)-4H-1,2-oxazol-3-yl)-N-(2-oxo-2-(2,2,2-trifluoroethylamino)ethyl)naphthalene-1-carboxamide